3''-chloro-3-(2-hydroxypropane-2-yl)-5',6''-dimethyl-4''-((pyridin-3-yl)methoxy)-2H,2''H-[1,2':4',1''-terpyridine] ClC=1CN(C(=CC1OCC=1C=NC=CC1)C)C1=CC(=NC=C1C)N1CC(=CC=C1)C(C)(C)O